3-bromo-1-(tetrahydro-2H-pyran-4-yl)-4,5,6,7-tetrahydro-1H-indazole-5-carboxylic acid ethyl ester C(C)OC(=O)C1CC=2C(=NN(C2CC1)C1CCOCC1)Br